NC1=C(C2=CC(=CC(=C2C=C1)OCCCS(=O)(=O)O)S(=O)(=O)O)S(=O)(=O)O 2-amino-5-(3-sulfopropoxy)naphthalene-1,7-Disulfonic acid